OC1=CC=C(C(=O)OCC)C=C1.[Na] sodium ethyl para-hydroxybenzoate